(1R,3R,11aS)-6-hydroxy-5,7-dioxo-N-(2,4,6-trifluorobenzyl)-2,3,5,7,11,11a-hexahydro-1H-1,3-methanopyrido[1,2-a]pyrrolo[1,2-d]pyrazine-8-carboxamide C1[C@@H]2C3CC(C3)N2C(=O)C4=C(C(=O)C(=CN41)C(=O)NCC5=C(C=C(C=C5F)F)F)O